COC1=NC=C(C=N1)[C@@H](CC(=O)O)N1N=C(C=C1)CCCC=1C=CC2=C(NCCCC2)N1 |r| (±)-3-(2-methoxypyrimidin-5-yl)-3-(3-(3-(6,7,8,9-tetrahydro-5H-pyrido[2,3-b]azepin-2-yl)propyl)-1H-pyrazol-1-yl)propanoic acid